2-methyl-N-(4-((methylsulfonyl)methyl)piperidin-4-yl)propane-2-sulfinamide CC(C)(C)S(=O)NC1(CCNCC1)CS(=O)(=O)C